OC(COC=1C=C(C=2N(C1)N=CC2C#N)C=2C=NC(=CC2)N2CC1N(C(C2)C1)S(=O)(=O)CC(C)C)(C)C 6-(2-hydroxy-2-methylpropoxy)-4-(6-(6-(isobutylsulfonyl)-3,6-diazabicyclo[3.1.1]hept-3-yl)pyridin-3-yl)pyrazolo[1,5-a]pyridine-3-carbonitrile